(S)-N-(3-(2-((2-hydroxy-2-methylpropyl)amino)-6-morpholinylpyrimidin-4-yl)-4-methylphenyl)-3-(2,2,2-trifluoroethyl)pyrrolidine-1-carboxamide OC(CNC1=NC(=CC(=N1)C=1C=C(C=CC1C)NC(=O)N1C[C@@H](CC1)CC(F)(F)F)N1CCOCC1)(C)C